2-[(3-tert-butylpyrazin-2-yl)oxy]-N-(4-hydroxyphenyl)acetamide C(C)(C)(C)C=1C(=NC=CN1)OCC(=O)NC1=CC=C(C=C1)O